C(#N)C1=CC(=CC=2C(=C(OC21)C)C(=O)NC2(CCOCC2)C(=O)OC)OCC2=C(N=CS2)C methyl 4-(7-cyano-2-methyl-5-((4-methylthiazol-5-yl)methoxy)benzofuran-3-carboxamido)tetrahydro-2H-pyran-4-carboxylate